FC=1C=C(C=CC1F)[C@H](C)NC(=O)C1=NC(=CN=C1NCC1=CC=C(C=C1)C1=NC(=C(N=C1)N)N1C[C@@H](CCC1)N)C#N 3-{4-[5-Amino-6-((R)-3-amino-piperidin-1-yl)-pyrazin-2-yl]-benzylamino}-6-cyanopyrazine-2-carboxylic acid [(S)-1-(3,4-difluoro-phenyl)-ethyl]-amide